NC1CC(C1)NC(C1=C(C=C(C=C1)NC=1C=2N(C=CN1)C(=CN2)C2=C(C(=C(C=C2)OC)F)F)C)=O rac-N-((1r,3r)-3-aminocyclobutyl)-4-((3-(2,3-difluoro-4-methoxyphenyl)imidazo[1,2-a]pyrazin-8-yl)amino)-2-methylbenzamide